Indium copper oxide [Cu]=O.[In]